N-(methylsulfonyl)-6-[2-(pyridin-3-yl)-1,3-thiazol-5-yl]pyridine-2-carboxamide CS(=O)(=O)NC(=O)C1=NC(=CC=C1)C1=CN=C(S1)C=1C=NC=CC1